BrC=1C=C(C=C(C1)[N+](=O)[O-])N1N=CC=C1C (3-bromo-5-nitrophenyl)-5-methyl-1H-pyrazole